C(C)(C)(C)OC(=O)N[C@@H](CC1=CNC2=CC=CC=C12)C(=O)O N-(t-butoxycarbonyl)-L-tryptophan